formoxypurinol C(=O)OC1=NC2=NC(=NC=C2N1)O